C1(CC1)C1=CC(=NN1)NC([C@@H](C)C=1C=C(C=CC1)C1=CC(=C(C=C1)NC(\C=C\CN(CC)CC)=O)F)=O (S,E)-N-(3'-(1-((5-cyclopropyl-1H-pyrazol-3-yl)amino)-1-oxopropan-2-yl)-3-fluoro-[1,1'-biphenyl]-4-yl)-4-(diethylamino)but-2-enamide